4-(3-((13S,15R)-13-methyl-17-oxo-7,8,9,11,12,13,14,15,16,17-decahydro-6H-cyclopenta[a]phenanthren-15-yl)propanoyl)piperazin-2-one C[C@@]12C(C[C@H](C1C1CCC=3C=CC=CC3C1CC2)CCC(=O)N2CC(NCC2)=O)=O